[2H]C(C(OS(=O)(=O)C1=CC=C(C=C1)C)([2H])[2H])([2H])OS(=O)(=O)C1=CC=C(C=C1)C [1,1,2,2-tetradeuterio-2-(p-tolylsulfonyloxy)ethyl]4-methylbenzenesulfonate